5-hydroxy-2-phenyl-7-(4-(thiomorpholine-4-carbonyl)phenyl)-4H-chromen-4-one OC1=C2C(C=C(OC2=CC(=C1)C1=CC=C(C=C1)C(=O)N1CCSCC1)C1=CC=CC=C1)=O